C(=O)(OC(C)(C)C)N[C@@H](CS(=O)(O)=O)C(=O)O boc-l-cysteic acid